FC(C=1C=CC(=NC1)C1(CN2C(CO1)CNCC2)O)(F)F 3-[5-(trifluoromethyl)-2-pyridyl]-4,6,7,8,9,9a-hexahydro-1H-pyrazino[2,1-c][1,4]oxazin-3-ol